O=C1NC(CCC1N1C(C2=CC=CC(=C2C1)SCCOCC(=O)N1CCN(CC1)C1=NC=C(C(=O)N2CCC(CC2)CCCCNC(\C=C\C=2C=NC=CC2)=O)C=C1)=O)=O (E)-N-(4-(1-(6-(4-(2-(2-((2-(2,6-dioxopiperidin-3-yl)-1-oxoisoindolin-4-yl)thio)ethoxy)acetyl)piperazin-1-yl)nicotinoyl)piperidin-4-yl)butyl)-3-(pyridin-3-yl)acrylamide